6-Methyl-5-(8-methyl-[1,2,4]triazolo[1,5-a]pyridin-6-yl)-1-((1S,4S)-4-(neopentylamino)cyclohexyl)-1,3-dihydro-2H-benzo[d]imidazol-2-on CC=1C(=CC2=C(N(C(N2)=O)C2CCC(CC2)NCC(C)(C)C)C1)C=1C=C(C=2N(C1)N=CN2)C